(2R,4S)-N-[3-[3-(1,1-difluoroethyl)bicyclo[1.1.1]pentane-1-carbonyl]-5,6-dimethyl-pyrazin-2-yl]-2-(1-methyl-6-oxo-3-pyridyl)tetrahydropyran-4-carboxamide FC(C)(F)C12CC(C1)(C2)C(=O)C=2C(=NC(=C(N2)C)C)NC(=O)[C@@H]2C[C@@H](OCC2)C2=CN(C(C=C2)=O)C